icosatrienoic acid CC/C=C\C/C=C\C/C=C\CCCCCCCCCC(=O)O